1-((2-((((9H-fluoren-9-yl)methoxy)carbonyl)amino)acetylamino)methoxy)cyclobutane-1-carboxylic acid C1=CC=CC=2C3=CC=CC=C3C(C12)COC(=O)NCC(=O)NCOC1(CCC1)C(=O)O